ClC1=C(C=C(C=C1)S(=O)(=O)[C@@H]1[C@@](CN(C1)S(=O)(=O)C1=C(C=C(C=C1)Cl)Cl)(O)CO)F (3s,4s)-4-((4-chloro-3-fluorophenyl)sulfonyl)-1-((2,4-dichlorophenyl)sulfonyl)-3-(hydroxymethyl)pyrrolidin-3-ol